4-(2-((3-amino-8-methyl-4-oxo-3,4,5,6,7,8-hexahydrobenzo[4,5]thieno[2,3-d]pyrimidin-2-yl)thio)acetyl)benzonitrile NN1C(=NC2=C(C1=O)C1=C(S2)C(CCC1)C)SCC(=O)C1=CC=C(C#N)C=C1